5-amino-2-ethynyl-benzonitrile NC=1C=CC(=C(C#N)C1)C#C